C1(=CC=CC2=CC=CC=C12)[C@@H](C)N |r| racemic-1-(Naphthalen-1-yl)ethanamine